C(C)OC(=O)C=1N=C(OC1C1=CC=CC=C1)C1=CC=C(C=C1)N(C)C 2-(4-(dimethylamino)phenyl)-5-phenylOxazole-4-carboxylic acid ethyl ester